OC[C@]12CN(CCCCN2[C@@H]([C@@H]1C1=CC=C(C=C1)C#CC1=CC=CC=C1)CO)C(=O)NC1=CC=C(C=C1)OC (8R,9S,10S)-8,10-bis(hydroxymethyl)-N-(4-methoxyphenyl)-9-(4-(phenylethynyl)phenyl)-1,6-diazabicyclo[6.2.0]decane-6-carboxamide